1H-1,2,3-triazolo[4,5-b]pyridinium-3-oxide hexafluorophosphate F[P-](F)(F)(F)(F)F.[NH2+]1N=[N+](C2=NC=CC=C21)[O-]